C(#N)N1C[C@@H](CC1)NC(C1=CC(=C(C=C1)NC1=NC=CC(=N1)C)OC)=O (R)-N-(1-cyanopyrrolidin-3-yl)-3-methoxy-4-((4-methylpyrimidin-2-yl)amino)benzamide